FC(S(=O)(=O)OC1=CC=2C=C(C=C3CCCN1C23)C(C)=O)(F)F 8-acetyl-5,6-dihydro-4H-pyrrolo[3,2,1-ij]quinolin-2-yl trifluoromethanesulfonate